4-[2-(3-pyridyl)-2H-indazol-5-yl]-2-pyridinecarboxylic acid N1=CC(=CC=C1)N1N=C2C=CC(=CC2=C1)C1=CC(=NC=C1)C(=O)O